1-methyl-4-tert-butylbenzene CC1=CC=C(C=C1)C(C)(C)C